(2-oxo-2-(4-(2-oxo-benzo[d]oxazol-3(2H)-yl)piperidin-1-yl)ethyl)benzoic acid O=C(CC1=C(C(=O)O)C=CC=C1)N1CCC(CC1)N1C(OC2=C1C=CC=C2)=O